1,4-dimethyl 2-formylsuccinate C(=O)C(C(=O)OC)CC(=O)OC